4-bromobiphenyl acrylate C(C=C)(=O)O.BrC1=CC=C(C=C1)C1=CC=CC=C1